ClC=1C2=CN(N=C2C=CC1[N+](=O)[O-])C(C)C 4-chloro-5-nitro-2-(propan-2-yl)indazole